CN(C=1C=C(OCCOCCOCC=2N=C(SC2)N(CC2=CC(=CC=C2)OC)CC2=CC(=CC=C2)OC)C=CC1)C 4-((2-(2-(3-(dimethylamino)phenoxy)ethoxy)ethoxy)methyl)-N,N-bis(3-methoxybenzyl)thiazol-2-amine